C(C)C1=CC=C(C=C1)/C=C/C(=O)C1=C(C2=C(NC1=O)SC=C2)C (E)-5-(3-(4-ethylphenyl)acryloyl)-4-methylthieno[2,3-b]pyridin-6(7H)-one